N[C@@H](CO)C(=O)[NH-] serinyl-amide